C(C)(=O)N1\C(\C(C2=CC=CC=C12)=O)=C/C1=NC2=CC=CC=C2C(=C1)C=1C=NN(C1)COCC[Si](C)(C)C (Z)-1-acetyl-2-((4-(1-((2-(trimethylsilyl)ethoxy)methyl)-1H-pyrazol-4-yl)quinolin-2-yl)methylene)indolin-3-one